OC(CCO[Si]1(OCCC(O1)C)CCCSC(CCCCCCC)=O)C thiooctanoic acid S-[2-(3-hydroxy-3-methylpropoxy)-4-methyl-[1,3,2]dioxasilinan-2-ylpropyl] ester